N[C@H](C(=O)O)CC1=NC2=C(N1C)C=CC(=C2)N(CCCl)CCCl (2S)-2-amino-3-[5-[bis(2-chloroethyl)amino]-1-methyl-benzimidazol-2-yl]propionic acid